CCCCCCC(C)OC(=O)C1=CC=CC=C1C(=O)OC(C)CCCCCC Dicaprylphthalate